C(C)(=O)N1CCC2=CC=CC(=C12)NS(=O)(=O)C1=CC=C(C=C1)OC N-(1-acetylindolin-7-yl)-4-methoxybenzenesulfonamide